N-(3-Dimethylamino-propyl)-3-(4-methoxy-phenylamino)-benzamide CN(CCCNC(C1=CC(=CC=C1)NC1=CC=C(C=C1)OC)=O)C